FC=1C=C(C=C(C1)F)C(N1CCN(CC1)C(=O)C=1C=C2C(N(C(C2=CC1)=O)C1C(NC(CC1)=O)=O)=O)C1=CC(=CC(=C1)F)F 5-(4-(bis(3,5-difluorophenyl)methyl)piperazine-1-carbonyl)-2-(2,6-dioxopiperidin-3-yl)isoindoline-1,3-dione